FC1=CC=C(CN(C(=O)NCC2=CC=C(C=C2)OCC(C)C)C2(CC2)C2CN(C2)C)C=C1 1-(4-fluorobenzyl)-3-(4-isobutoxybenzyl)-1-(1-(1-methylazetidin-3-yl)cyclopropyl)urea